ClC1=C(N=C(N=N1)N1CCC2C1CN(CC2)C)C 1-(6-chloro-5-methyl-1,2,4-triazin-3-yl)-6-methyloctahydro-1H-pyrrolo[2,3-c]pyridine